C(CCCCCCCC(=O)OC(CC)CCCCCCCC)(=O)[O-] 9-(undecan-3-yl) azelate